4-(4-bromo-1H-pyrazol-1-yl)cyclohexane-1-carboxylic acid methyl ester COC(=O)C1CCC(CC1)N1N=CC(=C1)Br